tetramethylammoniumtriyltris(p-chlorophenyl) borate B12OC3=C(C=C(C=C3)Cl)[NH+](C3(C(C=CC(C3(C)C)Cl)(C)O2)C)C2=C(C=CC(=C2)Cl)O1